pentacosyl linoleate C(CCCCCCC\C=C/C\C=C/CCCCC)(=O)OCCCCCCCCCCCCCCCCCCCCCCCCC